(3S)-3-AMINOPYRROLIDINE-3-CARBOXYLIC ACID N[C@@]1(CNCC1)C(=O)O